furandicarboxylic acid terephthalate C(C1=CC=C(C(=O)O)C=C1)(=O)O.O1C(=C(C=C1)C(=O)O)C(=O)O